FC1=C(C=CC(=C1)C(F)(F)F)N1CCC(CC1)(C(=O)N[C@H](CNC)C)C=1C=CC(=NC1)C=1C(=NC=CC1)OC 1-[2-fluoro-4-(trifluoromethyl)phenyl]-4-{2'-methoxy-[2,3'-bipyridine]-5-yl}-N-[(2S)-1-(methylamino)propan-2-yl]piperidine-4-carboxamide